C(C)(C)(C)C1=C(C=CC(=C1)C(C)(C)C)OP(=O)(OC1=C(C=C(C=C1)C(C)(C)C)C(C)(C)C)OC1=C(C=C(C=C1)C(C)(C)C)C(C)(C)C Tris(2,4-di-tert-Butylphenyl)phosphat